ClC=1C=CC2=C(N(C(C(N2C)=O)=O)C2CCN(CC2)C2=NC=C(C#N)C=C2)N1 6-(4-(6-chloro-1-methyl-2,3-dioxo-2,3-dihydropyrido[2,3-b]pyrazin-4(1H)-yl)piperidin-1-yl)nicotinonitrile